NC1=C(C=2C(=NC=C(C2S1)F)C=1C2=C(C=3C=NC(=NC3C1F)N1C3CN(CC3C1)C)COC2)C#N 2-Amino-7-fluoro-4-(5-fluoro-3-(3-methyl-3,6-diazabicyclo[3.2.0]heptan-6-yl)-7,9-dihydrofuro[3,4-f]quinazolin-6-yl)thieno[3,2-c]pyridine-3-carbonitrile